The molecule is major microspecies at pH 7.3 It is an organophosphate oxoanion, an organic phosphoramidate anion and an alpha-amino-acid anion. It derives from a CDP(3-) and a L-glutamine zwitterion. C1=CN(C(=O)N=C1N)[C@H]2[C@@H]([C@@H]([C@H](O2)COP(=O)([O-])OP(=O)(NC(=O)CC[C@@H](C(=O)[O-])[NH3+])[O-])O)O